(R)-1-cyclopropyl-4-((6-(2-hydroxy-6-methyl-4-(trifluoromethyl)phenyl)-3-((R)-1-hydroxyethyl)-2H-pyrazolo[3,4-b]pyridin-2-yl)methyl)pyrrolidin-2-one C1(CC1)N1C(C[C@H](C1)CN1N=C2N=C(C=CC2=C1[C@@H](C)O)C1=C(C=C(C=C1C)C(F)(F)F)O)=O